SO sulphanol